(2S,3S)-3-(2-(trifluoromethyl)phenyl)butan-2-yl (3-hydroxy-4-methoxypyridine-2-carbonothioyl)-L-alaninate OC=1C(=NC=CC1OC)C(=S)N[C@@H](C)C(=O)O[C@@H](C)[C@@H](C)C1=C(C=CC=C1)C(F)(F)F